1-(6-(3-Fluoro-5-(trifluoromethyl)benzyl)pyridin-2-yl)-3-(hydroxymethyl)-1H-pyrazol-4-carboxamid FC=1C=C(CC2=CC=CC(=N2)N2N=C(C(=C2)C(=O)N)CO)C=C(C1)C(F)(F)F